C(C)(C)(C)OC(N[C@H]1C2(CN3N=CC=C31)CCN(CC2)C2=NC=C(C=3N2C=CN3)Br)=O (S)-(1-(8-Bromoimidazo[1,2-c]pyrimidin-5-yl)-4'H,6'H-spiro[piperidine-4,5'-pyrrolo[1,2-b]pyrazol]-4'-yl)carbamic acid tert-butyl ester